ClC=1C=CC(=C(C1)C1=C(C=NC(=C1)N1C(COCC1)=O)C(=O)NC=1SC=2C(=NC=C(N2)C2CC2)N1)OC 4-(5-chloro-2-methoxy-phenyl)-N-(6-cyclopropylthiazolo[4,5-b]pyrazin-2-yl)-6-(3-oxomorpholino)pyridine-3-carboxamide